(3,5-bistrifluoromethylphenyl)boron FC(C=1C=C(C=C(C1)C(F)(F)F)[B])(F)F